3-(4-chlorophenoxy)phenylboronic acid ClC1=CC=C(OC=2C=C(C=CC2)B(O)O)C=C1